(R)-8-(2,4-dioxotetrahydropyrimidin-1(2H)-yl)-1,2,4a,5-tetrahydrobenzo[b]Pyrazine O=C1N(CCC(N1)=O)C=1C=CC[C@@H]2C1NCC=N2